NC1=NC=2C=C(C=CC2C2=C1COC2)CN(C(=O)C=2C=NC=CC2)C2=C(C=CC=C2)S(=O)(=O)C N-({4-amino-1H,3H-furo[3,4-c]quinolin-7-yl}methyl)-N-(2-methanesulfonylphenyl)pyridine-3-carboxamide